OCC=1N=C(NC1)C(=O)O 4-HYDROXYMETHYL-1H-IMIDAZOLE-2-CARBOXYLIC ACID